(2S)-N-(4-(cyclopropylamino)-3,4-dioxo-1-((S)-2-oxopyrrolidin-3-yl)butan-2-yl)-4,4-dimethyl-2-((S)-3-phenylbutanamido)pentanamide C1(CC1)NC(C(C(C[C@H]1C(NCC1)=O)NC([C@H](CC(C)(C)C)NC(C[C@H](C)C1=CC=CC=C1)=O)=O)=O)=O